[Cl-].C([2H])([2H])([2H])[Zn+] (methyl-d3)zinc chloride